C1(CC1)NC(=O)C=1C=CC(=C(C1)C=1C=NN(C1)C1=CN=C2N1C=CC(=C2)C(=O)NCCO)C 3-{4-[5-(cyclopropylcarbamoyl)-2-methylphenyl]-1H-pyrazol-1-yl}-N-(2-hydroxyethyl)imidazo[1,2-a]pyridine-7-carboxamide